3a,6-epoxyisobenzofuran-7-carboxylic acid C=1OCC23C=CC(=C(C12)C(=O)O)O3